acrylic acid 1-menthyl ester C1(CCC(CC1)C(C)C)(C)OC(C=C)=O